ClC=1C=C2C(C(=C(OC2=CC1)C(=O)NCCCN(C)C)C(C1=CC(=CC=C1)OC)=O)=O 6-chloro-N-(3-(dimethylamino)propyl)-3-(3-methoxybenzoyl)-4-oxo-4H-chromene-2-carboxamide